4-methyl-3-[2-(3-pyridyl)ethynyl]Benzamide CC1=C(C=C(C(=O)N)C=C1)C#CC=1C=NC=CC1